C[Si](CCOCN1C(=NC=C1)C1CN(C1)C(=O)OC(C)(C)C)(C)C tert-butyl 3-(1-((2-(trimethylsilyl)ethoxy)methyl)-1H-imidazol-2-yl)azetidine-1-carboxylate